{3-(acryloyloxy)propyl}methyldiethoxysilane C(C=C)(=O)OCCC[Si](OCC)(OCC)C